CN1N=C(C2=CC=CC(=C12)C1CCN(CC1)CC1CCNCC1)C1C(NC(CC1)=O)=O 3-[1-methyl-7-[1-(4-piperidylmethyl)-4-piperidyl]indazol-3-yl]piperidine-2,6-dione